2-(2,6-dimethylphenyl)-2-nitrocyclohexanone CC1=C(C(=CC=C1)C)C1(C(CCCC1)=O)[N+](=O)[O-]